F[C@H]1CN(C[C@H]1NC1=CC=CC=2C(=C(OC21)/C(/N)=N/O)CC(F)(F)F)C(=O)OC(C)(C)C tert-butyl (3S,4R)-3-fluoro-4-((2-((Z)-N'-hydroxycarbamimidoyl)-3-(2,2,2-trifluoroethyl) benzofuran-7-yl) amino)pyrrolidine-1-carboxylate